NC=1C2=C(N=CN1)C(=CC(=N2)C=2C=C(C=CC2)C#C[C@]2(C(N(CC2)C)=O)O)C=2SC=CC2 (R)-3-((3-(4-Amino-8-(thiophen-2-yl)pyrido[3,2-d]pyrimidin-6-yl)phenyl)ethynyl)-3-hydroxy-1-methylpyrrolidin-2-one